3,9-diundecyl-12,13-dihydro-[1,2,5]thiadiazolo[3,4-e]Thieno[2'',3'':4',5']thieno[2',3':4,5]pyrrolo[3,2-g]thieno[2',3':4,5]Thieno[3,2-b]indole C(CCCCCCCCCC)C1=CSC2=C1SC1=C2NC=2C3=C(C=4C(C12)=NSN4)C4=C(N3)C3=C(S4)C(=CS3)CCCCCCCCCCC